(S)-4-(6-((S)-1-hydroxyethyl)-2-(4-methoxy-3-propoxyphenyl)pyrimidin-4-yl)-1,2-oxaborolan-2-ol O[C@@H](C)C1=CC(=NC(=N1)C1=CC(=C(C=C1)OC)OCCC)[C@@H]1CB(OC1)O